N4-cyclohexyl-N2,N2-diethylquinazoline-2,4-diamine C1(CCCCC1)NC1=NC(=NC2=CC=CC=C12)N(CC)CC